C1(=C(C=CC=C1)C=1C(=C2C(=CC1)N=C1C=CC3=C4C=CC=CC4=NC3=C12)C1=NN=NC(=C1C1=CC=CC=C1)C1=CC=CC=C1)C=1C(=CC=CC1)C1=CC=CC=C1 (terphenylyl)(diphenyltriazinyl)indolocarbazole